C(C)(C)(C)OC(=O)N1CCN(CC1)C1=NC=NC2=CC=C(C=C12)C=1C=NC(=C(C1)S(=O)(=O)C1=C(C=C(C=C1)F)Cl)OC 4-(6-(5-((2-chloro-4-fluorophenyl)sulfonyl)-6-methoxypyridine-3-yl)quinazolin-4-yl)piperazine-1-carboxylic acid tert-butyl ester